N1(CCC1)CC1=CC=C(C=C1)C=1OC2=C(C(C1)=O)C=CC=1NC(=NC12)C(F)(F)F 8-(4-(azetidin-1-ylmethyl)phenyl)-2-(trifluoromethyl)chromeno[7,8-d]imidazol-6(3H)-one